(2R)-N-((R or S)-(3-chloro-2,4-difluorophenyl)(5-chloro-6-(trifluoromethyl)pyridin-3-yl)methyl)-2-methyl-3-oxopiperazine-1-carboxamide ClC=1C(=C(C=CC1F)[C@H](NC(=O)N1[C@@H](C(NCC1)=O)C)C=1C=NC(=C(C1)Cl)C(F)(F)F)F |o1:8|